C(=O)(OC(C)(C)C)N(C(=O)OC(C)(C)C)CCCOC1=CC=C(C=C1)[N+](=O)[O-] 4-((3-(N,N-DiBocamino)propyl)oxy)nitrobenzene